C(C1=CC=CC=C1)OC1=C2C(=CNC2=C(C=C1)C)CCN(C(C)C)C N-(2-(4-(benzyloxy)-7-methyl-1H-indol-3-yl)ethyl)-N-methylpropan-2-amine